1-((1r,3r)-3-((5-(1-(2,2-difluoroethyl)-2-methyl-1H-imidazo[4,5-b]pyridin-6-yl)-7H-pyrrolo[2,3-d]pyrimidin-2-yl)amino)-1-methylcyclobutyl)pyrrolidin-2-one FC(CN1C(=NC2=NC=C(C=C21)C2=CNC=1N=C(N=CC12)NC1CC(C1)(C)N1C(CCC1)=O)C)F